BrC=1C=CC=2N(C1)C=NC2C(F)(F)F 6-bromo-1-(trifluoromethyl)imidazo[1,5-a]pyridine